C(#N)C1=C(C=C2C(=NN(C2=C1)COCC[Si](C)(C)C)C1=CC(=C2CCN(CC2=C1)C)C)C1=C(C=C2CCN(CC2=C1F)C(=O)OC(C)(C)C)F tert-butyl 7-(6-cyano-3-(2,5-dimethyl-1,2,3,4-tetrahydroisoquinolin-7-yl)-1-((2-(trimethylsilyl) ethoxy) methyl)-1H-indazol-5-yl)-6,8-difluoro-3,4-dihydroisoquinoline-2(1H)-carboxylate